FC=1C=CC2=C(CCO2)C1CNC1=NC=C(C=2N1C=C(N2)C#N)C=2C=NN(C2)C2CCOCC2 5-(((5-fluoro-2,3-dihydrobenzofuran-4-yl)methyl)amino)-8-(1-(tetrahydro-2H-pyran-4-yl)-1H-pyrazol-4-yl)imidazo[1,2-c]pyrimidine-2-carbonitrile